chloro-sodium hydroxide [OH-].Cl[Na]